2-hydroxy-4-methylthiobutyramide OC(C(=S)N)CCC